3-ethynyl-piperidine-1-carboxylic acid C(#C)C1CN(CCC1)C(=O)O